FC(C(=O)O)(F)F.FC(C(=O)O)(F)F.FC(C(=O)O)(F)F.N1C(=CC=2C=NC=CC21)CNC([C@H](C)NC(=O)[C@@H]2NCC[C@@H](C2)C2=CC=C(C=C2)C=2C=NC=CC2)=O (2R,4S)-N-((S)-1-(((1H-pyrrolo[3,2-c]pyridin-2-yl)methyl)amino)-1-oxopropan-2-yl)-4-(4-(pyridin-3-yl)phenyl)piperidine-2-carboxamide Tri-trifluoroacetate